CN1N=C2[C@@H](N(CCC2=C1C1=CC(=C(C(=C1)F)F)F)C(=O)C1=NC=CC2=C1C=CO2)C (S)-(2,7-dimethyl-3-(3,4,5-trifluorophenyl)-2,4,5,7-tetrahydro-6H-pyrazolo[3,4-c]pyridin-6-yl)(furo[3,2-c]pyridin-4-yl)methanone